C(C)N1C(NC2=C(C(=CC(=C2C1=O)COC)CN1CCN(CC1)C=1C=CC(=NC1C)C(=O)NC)F)=O 5-(4-((3-ethyl-8-fluoro-5-(methoxymethyl)-2,4-dioxo-1,2,3,4-tetrahydroquinazolin-7-yl)methyl)piperazin-1-yl)-N,6-dimethylpyridineamide